tert-Butyl 7-[8-(tert-butoxycarbonylamino)-7-fluoro-3-[(1-methyl-5-oxo-pyrrolidin-3-yl)oxycarbonylamino]-6-isoquinolyl]-8-ethyl-2,3-dihydropyrido[2,3-b][1,4]oxazine-1-carboxylate C(C)(C)(C)OC(=O)NC=1C(=C(C=C2C=C(N=CC12)NC(=O)OC1CN(C(C1)=O)C)C1=C(C2=C(OCCN2C(=O)OC(C)(C)C)N=C1)CC)F